3-methyl-1,4-dioxo-1,4-dihydronaphthalene CC1=CC(C2=CC=CC=C2C1=O)=O